3-oxo-3,4-dihydrospiro[benzo[b][1,4]oxazine-2,1'-cyclopropane]-6-carboxylic acid methyl ester COC(=O)C1=CC2=C(OC3(CC3)C(N2)=O)C=C1